C[C@@H](C(=O)O)C=C (2R)-2-methyl-3-butenoic acid